CN1C=C(C=2C(N(C=CC21)C(C(F)(F)F)C)=O)[N+](=O)[O-] 1-Methyl-3-nitro-5-(1,1,1-trifluoropropan-2-yl)-1H-pyrrolo[3,2-c]pyridin-4(5H)-one